(R)-8-cyclopentyl-7-ethyl-2-{{1-{2-[4-(2-hydroxyethyl)piperazin-1-yl]acetyl}-6-methoxyindol-5-yl}amino}-5-methyl-7,8-dihydropterin C1(CCCC1)N1C(CN(C=2C(N[C@](NC12)(N)NC=1C=C2C=CN(C2=CC1OC)C(CN1CCN(CC1)CCO)=O)=O)C)CC